The molecule is a carnitinamide and an amino acid amide. It derives from a (R)-carnitine. It is an enantiomer of a (S)-carnitinamide. C[N+](C)(C)C[C@@H](CC(=O)N)O